3-(5-(4-(4-((4-(4-amino-3-(4-phenoxyphenyl)-1H-pyrazolo(3,4-d)pyrimidin-1-yl)piperidin-1-yl)methyl)piperidine-1-carbonyl)piperazin-1-yl)-1-oxoisoindolin-2-yl)piperidine-2,6-dione NC1=C2C(=NC=N1)N(N=C2C2=CC=C(C=C2)OC2=CC=CC=C2)C2CCN(CC2)CC2CCN(CC2)C(=O)N2CCN(CC2)C=2C=C1CN(C(C1=CC2)=O)C2C(NC(CC2)=O)=O